3-(3-cyclopropyl-2-fluoro-phenoxy)azetidine C1(CC1)C=1C(=C(OC2CNC2)C=CC1)F